C(#N)C(C)(C)C1=CC=C(C=C1)C12OCC(CC1)(CC2)CN(C(=O)C21CC(C2)(C1)F)C1=CC(=CC=C1)C1=CN=C(O1)OCC N-((1-(4-(2-cyanopropan-2-yl)phenyl)-2-oxabicyclo[2.2.2]octan-4-yl)methyl)-N-(3-(2-ethoxyoxazol-5-yl)phenyl)-3-fluorobicyclo[1.1.1]pentane-1-carboxamide